OCC(CN1C(C=CC2=C1N=C(N=C2)N[C@@H](C)C2=CC=C(C=C2)C2=CSC=C2)=O)(C)C 8-(3-Hydroxy-2,2-dimethylpropyl)-2-({(1S)-1-[4-(thiophen-3-yl)phenyl]ethyl}amino)pyrido[2,3-d]pyrimidin-7(8H)-on